C[C@H]1OC(C2=C(N3[C@@H]1CN(CC3)C(=O)[O-])N=CC(=C2)C(F)(F)F)=O (7R,7AR)-7-methyl-5-oxo-3-(trifluoromethyl)-7a,8,10,11-tetrahydro-5H-pyrazino[2,1-c]pyrido[2,3-e][1,4]oxazepine-9(7H)-carboxylate